6-aminocaproic acid nonyl ester C(CCCCCCCC)OC(CCCCCN)=O